BrC1=C(C=O)C(=CC(=C1)O)O 2-bromo-4,6-dihydroxybenzaldehyde